ClC1=C(OC2=NC=C(C=C2C(=O)NC2=CC=C(C=C2)S(=O)C)C(F)(F)F)C=CC(=C1)OC(F)(F)F 2-[2-chloro-4-(trifluoromethoxy)phenoxy]-N-(4-methylsulfinylphenyl)-5-(trifluoromethyl)pyridine-3-carboxamide